dicyclohexyl-(2',6'-dimethoxybiphenyl-2-yl)phosphine methyl-6-cyclopropylsulfanylpyridine-3-carboxylate COC(=O)C=1C=NC(=CC1)SC1CC1.C1(CCCCC1)P(C1=C(C=CC=C1)C1=C(C=CC=C1OC)OC)C1CCCCC1